N-[4-[4-[1-(azetidin-3-ylmethyl)-1-methyl-piperidin-1-ium-4-carbonyl]piperazine-1-carbonyl]-3-ethyl-phenyl]-5-[4-(difluoromethoxy)-2,3-difluoro-phenyl]-1-methyl-imidazole-2-carboxamide N1CC(C1)C[N+]1(CCC(CC1)C(=O)N1CCN(CC1)C(=O)C1=C(C=C(C=C1)NC(=O)C=1N(C(=CN1)C1=C(C(=C(C=C1)OC(F)F)F)F)C)CC)C